NC=1C(=NN(C1)CC)C(=O)N 4-Amino-1-ethyl-1H-pyrazole-3-carboxamide